(1s,4s)-4-(2-(4-(1,2,4-oxadiazol-5-yl)cyclohexylamino)-8-(2,6-dichloro-4-cyanophenylamino)-9H-purin-9-yl)cyclohexanecarboxamide O1N=CN=C1C1CCC(CC1)NC1=NC=C2N=C(N(C2=N1)C1CCC(CC1)C(=O)N)NC1=C(C=C(C=C1Cl)C#N)Cl